2-(2,3-Dichlorobenzyl)-4-(3,4-dichlorophenyl)imidazole ClC1=C(CC=2NC=C(N2)C2=CC(=C(C=C2)Cl)Cl)C=CC=C1Cl